ClC1=CC=C(C=N1)[C@@H]1[C@H](C1)C=1C=2N(N=C(C1)C=1C(=NC(=NC1)OC)OC)C=CN2 8-((1S,2S)-2-(6-chloropyridin-3-yl)cyclopropyl)-6-(2,4-dimethoxypyrimidin-5-yl)imidazo[1,2-b]pyridazine